COC1=CC=C(C=C1)S(=O)(=O)NC1=CN=C(C2=CC=CC=C12)N1[C@@H](CCC1)C(=O)OC methyl (4-((4-methoxyphenyl)sulfonamido)isoquinolin-1-yl)-L-prolinate